2-(alpha-D-mannopyranosyl)-L-tryptophan-D4 [2H]C1=C(C(=C2C(=C1[2H])C(=C(N2)[C@@H]3[C@@H]([C@H]([C@@H]([C@H](O3)CO)O)O)O)CCN)[2H])[2H].C(=O)=O